2,5-bistrifluoromethyl-dioxaundecyl-nonanol FC(C(OC(CCCCCCCC)O)OCC(CCCCCC)C(F)(F)F)(F)F